ClC=1C=C(C=CC1Cl)NC(=O)N1[C@H]2CC[C@@H]1CC=1C=NC(=CC12)F (5S,8R)-N-(3,4-dichlorophenyl)-3-fluoro-6,7,8,9-tetrahydro-5H-5,8-epiminocyclohepta[c]-pyridine-10-carboxamide